[4-[4-[2-[4-(6-prop-2-enoyloxyhexoxy)phenyl]ethynyl]-benzoyl]oxy-1-naphthyl]4-[2-[4-(6-prop-2-enoyloxyhexoxy)phenyl]ethynyl]benzoate C(C=C)(=O)OCCCCCCOC1=CC=C(C=C1)C#CC1=CC=C(C(=O)OC2=CC=C(C3=CC=CC=C23)OC(C2=CC=C(C=C2)C#CC2=CC=C(C=C2)OCCCCCCOC(C=C)=O)=O)C=C1